FC1=C(C(=CC=2CCNCCC21)O)N2CC(NS2(=O)=O)=O 5-(6-fluoro-8-hydroxy-2,3,4,5-tetrahydro-1H-benzo[d]azepine-7-Yl)-1,2,5-thiadiazolidin-3-one 1,1-dioxide